CN1CC(OB(OC(C1)=O)C(\C=C\CCC)NS(OCC(Cl)(Cl)Cl)(=O)=O)=O 2,2,2-trichloroethyl (E)-(1-(6-methyl-4,8-dioxo-1,3,6,2-dioxazaborocan-2-yl)hex-2-en-1-yl)sulfamate